α,α,α',α'-tetramethylbenzenedimethanol CC(O)(C=1C(=CC=CC1)C(O)(C)C)C